FC=1C(=NC=C(C1)N1C[C@@H](CC1)C)NC(C1=C(C=CC(=C1)[N+](=O)[O-])SC1=NN=NN1C)=O N-{3-fluoro-5-[(3R)-3-methylpyrrolidin-1-yl]pyridin-2-yl}-2-[(1-methyl-1H-1,2,3,4-tetrazol-5-yl)sulfanyl]-5-nitrobenzamide